CC1(COC2=CC(=CC=C2C1NC(O[C@@H]1CN2CCC1CC2)=O)C2=C(C=CC=C2)C)C (S)-quinuclidin-3-yl (3,3-dimethyl-7-(o-tolyl)chroman-4-yl)carbamate